C(OC=1C(=NC=CC1OC)C(N[C@H](C(=O)NN=C(C1=CC=CC=C1)C1=CC=CC=C1)C)=O)(OCC)=O (S)-2-((1-(2-(diphenylmethylene)hydrazineyl)-1-oxopropan-2-yl)carbamoyl)-4-methoxypyridin-3-yl ethyl carbonate